2-[(2S)-1-[3-ethyl-7-[[6-[2-[2-[2-[2-[2-(methylamino)ethoxy]ethoxy]ethoxy]ethoxy]ethoxy]-3-pyridyl]methylamino]pyrazolo[1,5-a]pyrimidin-5-yl]-2-piperidyl]ethanol C(C)C=1C=NN2C1N=C(C=C2NCC=2C=NC(=CC2)OCCOCCOCCOCCOCCNC)N2[C@@H](CCCC2)CCO